C(#N)C1=CC(=NC=N1)N1N=CN=C1C(C)NC(C1=CC(=CC(=C1)OC(F)(F)F)C1CC1)=O N-{1-[1-(6-cyanopyrimidin-4-yl)-1H-1,2,4-triazol-5-yl]ethyl}-3-cyclopropyl-5-(trifluoromethoxy)benzamide